4-formyl-6-methyl-5-(pyridin-2-ylmethoxy)-1,3-phenylene bis(4-methylbenzene-sulfonate) CC1=CC=C(C=C1)S(=O)(=O)OC1=CC(=C(C(=C1C)OCC1=NC=CC=C1)C=O)OS(=O)(=O)C1=CC=C(C=C1)C